N1(CCCC1)[C@@H]1CN(CC1)C1=CN2C(=NC=CC2=O)S1 2-[(3S)-3-pyrrolidin-1-ylpyrrolidin-1-yl]thiazolo[3,2-a]pyrimidin-5-one